C(C)N1C[C@@H](CCC1)N1[C@H](CC2=C1N=NC(=C2)C2=C(C=C(C=C2C)C(F)(F)F)O)C 2-((S)-7-((R)-1-ethylpiperidin-3-yl)-6-methyl-6,7-dihydro-5H-pyrrolo[2,3-c]pyridazin-3-yl)-3-methyl-5-(trifluoromethyl)phenol